ClC=1C=CC=2N(N1)C=NC(C2C2=C(C=CC=C2Cl)Cl)=O 2-chloro-5-(2,6-dichlorophenyl)-6H-pyrimido[1,6-b]pyridazin-6-one